di(isodecyl) nonanedioate C(CCCCCCCC(=O)OCCCCCCCC(C)C)(=O)OCCCCCCCC(C)C